BrC1=NN(C(=C1)CBr)C 3-bromo-5-(bromomethyl)-1-methyl-1H-pyrazole